3-((5-Bromo-2-hydroxyphenyl)sulfonamido)-2-hydroxy-N-((tetrahydrofuran-3-yl)methyl)-5-(trifluoromethoxy)benzamide BrC=1C=CC(=C(C1)S(=O)(=O)NC=1C(=C(C(=O)NCC2COCC2)C=C(C1)OC(F)(F)F)O)O